O=S1(CCC(CC1)C(=O)N)=O 1,1-dioxo-1λ6-thiane-4-carboxamide